cis-5-methyl-1-[2-(1-methyl-azetidin-3-yl)-acetyl]-piperidin-3-yl-quinoline-8-carbonitrile C[C@@H]1C[C@@H](CN(C1)C(CC1CN(C1)C)=O)C1=NC2=C(C=CC=C2C=C1)C#N